Cl.N[C@H](CC(=O)O)C(=O)O D-aspartic acid hydrochloride